ClC=1C=CC(=C(C1)C1=NC=NC(=C1)OC)C=1N=NN(C1)C 4-(5-chloro-2-(1-methyl-1H-1,2,3-triazol-4-yl)phenyl)-6-methoxypyrimidine